(R)-methyl 3-bromo-4-((1-((2-ethoxy-2-oxoethyl)(methyl)amino)propan-2-yl)amino)-5-nitrobenzoate BrC=1C=C(C(=O)OC)C=C(C1N[C@@H](CN(C)CC(=O)OCC)C)[N+](=O)[O-]